(S)-4-((tert-Butoxycarbonyl)(1-ethoxy-1-oxopropan-2-yl)amino)butanoic acid ethyl ester C(C)OC(CCCN([C@H](C(=O)OCC)C)C(=O)OC(C)(C)C)=O